CC([O-])CC.[K+] potassium secbutoxide